C(C)C1=CC=NN1C1=NN=C(S1)N 5-(5-ethylpyrazol-1-yl)-1,3,4-thiadiazol-2-amine